2-(trans-4-(((trans-4-(6-Cyano-5-methoxypyridin-2-yl)-cyclohexyl)methyl)(3-(2-cyclopropyloxazol-4-yl)phenyl)carbamoyl)-cyclohexyl)acetic acid C(#N)C1=C(C=CC(=N1)[C@@H]1CC[C@H](CC1)CN(C(=O)[C@@H]1CC[C@H](CC1)CC(=O)O)C1=CC(=CC=C1)C=1N=C(OC1)C1CC1)OC